N1(CCOCC1)C1=CC=C(C=C1)NC=1N=CC2=C(N1)C(=NC=C2)C=2C=C(C=CC2)NC(C#C)=O N-(3-(2-((4-morpholinylphenyl)amino)pyrido[3,4-d]pyrimidin-8-yl)phenyl)propynamide